6-chloro-3-(3-chloro-2-fluoro-phenoxy)-N-[2-(2,4-dimethylphenyl)-2,2-difluoroethyl]-5-methylpyridazine-4-carboxamide ClC1=C(C(=C(N=N1)OC1=C(C(=CC=C1)Cl)F)C(=O)NCC(F)(F)C1=C(C=C(C=C1)C)C)C